1-((2R,5R)-5-ethynyl-5-(methoxymethyl)-2,5-dihydrofuran-2-yl)-5-methylpyrimidine-2,4(1H,3H)-dione C(#C)[C@]1(C=C[C@@H](O1)N1C(NC(C(=C1)C)=O)=O)COC